4-methoxy-N-methyl-N-propyltryptamine COC=1C=CC=C2NC=C(CCN(CCC)C)C12